C12(CC3CC(CC(C1)C3)C2)C(=O)OCC(COC(CCCN(C)C)=O)COC(CCCCCCC\C=C/C\C=C/CCCCC)=O 3-((4-(dimethylamino)butanoyl)oxy)-2-((((9Z,12Z)-octadeca-9,12-dienoyl)oxy)methyl)propyl (1r,3R,5S)-adamantane-1-carboxylate